2-((2-(2-bromoethoxy)-3,5-dichlorophenyl)thio)-4,6-dichlorophenol BrCCOC1=C(C=C(C=C1Cl)Cl)SC1=C(C(=CC(=C1)Cl)Cl)O